CC1(OB(OC1(C)C)B1OC(C(O1)(C)C)(C)C)C 4,4,5,5-tetramethyl-2-(tetramethyl-1,3,2-dioxaborolan-2-yl)-1,3,2-dioxaborolan